NC=1C(=NC=C(C1)SC1=CC=C(C=C1)F)C(=O)O 3-Amino-5-((4-fluorophenyl)thio)picolinic acid